C(N)(OC1=CC=CC2=CC3=CC=CC=C3C=C12)=O anthracenyl carbamate